FC1=CC=C(C=C1)C1=NN2C(CN(CC2)C(=O)C2OC2)=C1C1=CC(=NC=C1)NC(=O)C1CC1 N-{4-[2-(4-fluorophenyl)-5-(oxirane-2-carbonyl)-4,5,6,7-tetrahydropyrazolo[1,5-a]pyrazin-3-yl]pyridin-2-yl}cyclopropanecarboxamide